(S)-3-(1-(6-cyanoimidazo[1,2-a]pyridin-3-yl)pyrrolidin-3-yl)-4-methyl-N-(5-(trifluoromethyl)pyridin-3-yl)benzamide C(#N)C=1C=CC=2N(C1)C(=CN2)N2C[C@@H](CC2)C=2C=C(C(=O)NC=1C=NC=C(C1)C(F)(F)F)C=CC2C